(1R,4r)-4-((R)-1-(((R)-4-(((R)-1-(1-methyl-1H-pyrazol-4-yl)-2-(piperidin-1-yl)ethyl)amino)-6-phenyl-5,6,7,8-tetrahydroquinazolin-2-yl)amino)propyl)cyclohexane-1-carboxylic acid CN1N=CC(=C1)[C@H](CN1CCCCC1)NC1=NC(=NC=2CC[C@H](CC12)C1=CC=CC=C1)N[C@H](CC)C1CCC(CC1)C(=O)O